2-[(4-{1-[(4-chlorophenyl)methoxy]-1H-pyrazol-3-yl}piperidin-1-yl)methyl]-1-{[(2S)-oxetan-2-yl]methyl}-1H-benzimidazole-6-carboxylic acid, ammonium salt [NH4+].ClC1=CC=C(C=C1)CON1N=C(C=C1)C1CCN(CC1)CC1=NC2=C(N1C[C@H]1OCC1)C=C(C=C2)C(=O)[O-]